C[NH2+]C.ClC=1C(=C(C(=NC1)C(=O)[O-])C(=O)[O-])Cl.C[NH2+]C dichloroquinolinic acid-dimethylammonium salt